[N-](S(=O)(=O)C(F)(F)F)S(=O)(=O)C(F)(F)F.CN1C(CCCC1)CCC N-methylpropyl-piperidine bis(trifluoromethanesulfonyl)imide salt